5-methyl-3H-pyrimidine-2,4-dione CC=1C(NC(NC1)=O)=O